C=COCCOCCSSCCOCCOC=C 3,6,13,16-tetraoxa-9,10-dithiaoctadeca-1,17-diene